2-acetamido-2-deoxy-3,4,6-tri-O-acetyl-D-glucose C(C)(=O)N[C@@H](C=O)[C@@H](OC(C)=O)[C@H](OC(C)=O)[C@H](O)COC(C)=O